(E)-3-(2-chlorophenyl)-1-(2-hydroxy-4,6-dimethoxyphenyl)prop-2-en-1-one ClC1=C(C=CC=C1)/C=C/C(=O)C1=C(C=C(C=C1OC)OC)O